CC=1N(C=C(N1)CO)COCC[Si](C)(C)C [2-methyl-1-(2-trimethylsilylethoxymethyl)imidazol-4-yl]methanol